[Ru](Cl)Cl.C(=O)(O)C1=CC(=NC=C1)C1=NC=CC(=C1)C(=O)O.C(=O)(O)C1=CC(=NC=C1)C1=NC=CC(=C1)C(=O)O.C(=O)(O)C1=CC(=NC=C1)C1=NC=CC(=C1)C(=O)O tri(4,4'-dicarboxy-2,2'-bipyridine) ruthenium (II) dichloride